7-(2-cyclopropyl-7H-pyrrolo[2,3-d]pyrimidin-5-yl)-2,2-dimethylchroman-4-one C1(CC1)C=1N=CC2=C(N1)NC=C2C2=CC=C1C(CC(OC1=C2)(C)C)=O